CC1=CC(=C(C=C1)C=1NC(=C(N1)C1=CC=CC=C1)C1=CC=CC=C1)OS(=O)(=O)O 2-(p-methylsulfoxyphenyl)-4,5-diphenylimidazole